NCCCC=1N(N=C2C=CC=C(C12)C1=CC=CC(=N1)O[C@H]1C[C@H](N(C1)C(=O)OC(C)(C)C)C(=O)O)C (2S,4S)-4-[[6-[3-(3-aminopropyl)-2-methyl-indazol-4-yl]-2-pyridyl]oxy]-1-tert-butoxycarbonyl-pyrrolidine-2-carboxylic acid